C(C)(C)(CC(C)(C)C)C1=CC=C(C=C1)O p-tertoctylphenol